tert-Butyl rac-(3S)-3-methyl-6-(2-methyl-7-quinolyl)-3,4-dihydro-2H-pyridine-1-carboxylate C[C@@H]1CN(C(=CC1)C1=CC=C2C=CC(=NC2=C1)C)C(=O)OC(C)(C)C |r|